CC1(C2=CC=CC=C2N(C=2C=CC=CC12)C1=CC=C(C=C1)B(O)O)C 4-(9,9-dimethyl-9,10-dihydro-acridin-10-yl)phenylboronic acid